C1=CC=CC=2OC3=CC=CC=C3C(C12)=O 9H-xanthon